BrC1=CC=CC(=N1)C1=NOC(=C1)[C@]1(C(N([C@@H](C1)C(F)(F)F)C)=O)O (3R,5S)-3-(3-(6-Bromopyridin-2-yl)isoxazol-5-yl)-3-hydroxy-1-methyl-5-(trifluoromethyl)pyrrolidin-2-one